amino-1,2-benzenedicarboxylic acid NC1=C(C(=CC=C1)C(=O)O)C(=O)O